CC1(CC=CC(=C1)CCC)C 6,6-dimethyl-2-n-propyl-1,3-cyclohexadiene